C(#N)[C@H](C[C@@H]1C(NCCC1)=O)NC(=O)[C@H]1N([C@H]2CC([C@@H]1CC2)(F)F)C([C@H](NC2=C(C=CC(=C2)F)F)C)=O (1R,3S,4R)-N-((S)-1-cyano-2-((R)-2-oxopiperidin-3-yl)ethyl)-2-((2,5-difluorophenyl)-D-alanyl)-5,5-difluoro-2-azabicyclo[2.2.2]octane-3-carboxamide